NC=1C=C(C=C(C1C)F)NC(C1=CC(=NC=C1)C1(CC1)C#N)=O N-(3-amino-5-fluoro-4-methylphenyl)-2-(1-cyanocyclopropyl)isonicotinamide